3-(2-(5-(3-bromobenzylidene)-3-(2,6-dimethylphenyl)-4-oxothiazolidine-2-ylidene)hydrazono)-5-chloro-1H-indol-2-one BrC=1C=C(C=C2C(N(C(S2)=NN=C2C(NC3=CC=C(C=C23)Cl)=O)C2=C(C=CC=C2C)C)=O)C=CC1